C(#N)C=1C(=NC(=CC1C=1SC=CC1)C=1SC=CC1)SC(C(=O)O)C1=CC=CC=C1 2-((3-cyano-4,6-di(thiophen-2-yl)pyridin-2-yl)thio)-2-phenylacetic acid